The molecule is a dicarboxylic acid dianion resulting from the removal of a proton from both of the carboxy groups of 2-O-caffeoylglucaric acid; major species at pH 7.3. It is a dicarboxylic acid dianion and a carbohydrate acid derivative anion. It is a conjugate base of a 2-O-caffeoylglucaric acid. C1=CC(=C(C=C1/C=C/C(=O)O[C@H]([C@H]([C@@H]([C@@H](C(=O)[O-])O)O)O)C(=O)[O-])O)O